N-benzyl-7-(4-bromo-3-chloro-benzoyl)-2-(4-tert-butoxyphenyl)-3-oxo-6,8-dihydro-5H-imidazo[1,5-a]pyrazine-1-carboxamide C(C1=CC=CC=C1)NC(=O)C=1N(C(N2C1CN(CC2)C(C2=CC(=C(C=C2)Br)Cl)=O)=O)C2=CC=C(C=C2)OC(C)(C)C